[C@@H]12N(C[C@@H](NC1)C2)C=2C=CC=1N=CN=C(C1N2)NC2=C(C(=C(C=C2)OC[C@H]2OCCC2)Cl)F 6-((1S,4S)-2,5-Diazabicyclo[2.2.1]heptan-2-yl)-N-(3-chloro-2-fluoro-4-(((S)-tetrahydrofuran-2-yl)methoxy)phenyl)pyrido[3,2-d]pyrimidin-4-amine